1,1-diphenylbutylbenzene hydroiodide I.C1(=CC=CC=C1)C(CCC)(C1=CC=CC=C1)C1=CC=CC=C1